4-(1-t-butoxycarbonyl-piperidin-4-yl)-indol-2-one C(C)(C)(C)OC(=O)N1CCC(CC1)C=1C2=CC(N=C2C=CC1)=O